2-(2-Oxopropyl)isoindoline-1,3-dione O=C(CN1C(C2=CC=CC=C2C1=O)=O)C